1,2-Epoxyoctane C1C(CCCCCC)O1